CON(C(C(=CC1=CC=CC=C1)C(NCCCCCCCCCCCCCCCC)=S)=O)OC dimethoxyphenyl-hexadecylcarbamothioyl-propenamide